IC1=C(N=CN1)C(F)(F)F 5-iodo-4-(trifluoromethyl)-1H-imidazole